bis-isopropylacetamidine C(C)(C)C(C(=N)N)C(C)C